2-(((1-(Tetrahydro-2H-pyran-2-yl)-1H-indazol-5-yl)amino)methyl)benzonitrile O1C(CCCC1)N1N=CC2=CC(=CC=C12)NCC1=C(C#N)C=CC=C1